FCCCN1N=CC2=C(C=C(C=C12)C(=O)N[C@H](C)C=1C=NC(=NC1)C(F)(F)F)C=1SC(=CN1)C (R)-1-(3-fluoropropyl)-4-(5-methylthiazol-2-yl)-N-(1-(2-(trifluoromethyl)pyrimidin-5-yl)ethyl)-1H-indazole-6-carboxamide